1-bromo-3-fluoro-2-methoxy-5-(2,2,2-trifluoroethyl)benzene BrC1=C(C(=CC(=C1)CC(F)(F)F)F)OC